C(C(C)C)C1=NC(=CC(=N1)NC1=CC(=C(C(=O)O)C=C1)C)C(F)(F)F 4-(2-isobutyl-6-(trifluoromethyl)pyrimidin-4-ylamino)-2-methylbenzoic acid